(S)-(4-chlorophenyl)(phenyl)phosphine oxide ClC1=CC=C(C=C1)P(C1=CC=CC=C1)=O